1-((1R,5S,6r)-6-(3-(4-chloro-3-fluorophenyl)-1,2,4-oxadiazol-5-yl)-3-azabicyclo[3.1.1]heptan-3-yl)-2-(1-methyl-1H-1,2,4-triazol-5-yl)ethan-1-one ClC1=C(C=C(C=C1)C1=NOC(=N1)C1[C@H]2CN(C[C@@H]1C2)C(CC2=NC=NN2C)=O)F